C(CCCCCCC)(=O)OC[C@@H](OC(CCCCCCC)=O)COP(=O)(O)OCCN 1,2-Dioctanoyl-sn-glycero-3-phosphoethanolamine